(L)-2-phenylglycine C1(=CC=CC=C1)[C@H](N)C(=O)O